CN1C=NC(=C1SC1=C(C(=O)NCCN2C=C(C(C=3C=C4C(=CC23)OCO4)=O)C(=O)NCC4=NC(=CC=C4)C)C=CC=C1)[N+](=O)[O-] 5-(2-(2-((1-methyl-4-nitro-1H-imidazol-5-yl)thio)benzamido)ethyl)-N-((6-methylpyridin-2-yl)methyl)-8-oxo-5,8-dihydro-[1,3]dioxolo[4,5-g]quinoline-7-carboxamide